(R)-N-(4-(chlorodifluoromethoxy)phenyl)-4-methyl-6-(4-oxo-2,4-dihydropyrazolo[3',4':3,4]cyclopenta[1,2-b]pyridin-7-yl)-3,4-dihydro-1H-benzo[4,5]imidazo[2,1-c][1,4]oxazine-8-carboxamide ClC(OC1=CC=C(C=C1)NC(=O)C=1C=C(C2=C(N=C3COC[C@H](N32)C)C1)C=1C=C3C(=NC1)C(C=1C3=NNC1)=O)(F)F